tert-Butyl 3-(4-amino-2-fluorophenyl)-3,8-diazabicyclo[3.2.1]octane-8-carboxylate NC1=CC(=C(C=C1)N1CC2CCC(C1)N2C(=O)OC(C)(C)C)F